Cl.CC=1N=C(C=2N(C1)C=C(N2)C2=CC1=C(C=N2)N=C(S1)N(C1CC(NC(C1)(C)C)(C)C)C)C 6-(6,8-dimethylimidazo[1,2-a]pyrazin-2-yl)-N-methyl-N-(2,2,6,6-tetramethylpiperidin-4-yl)[1,3]thiazolo[4,5-c]pyridin-2-amine hydrochloride